3,4-Dimethyl-5-ethylphenol CC=1C=C(C=C(C1C)CC)O